N1=CC=CC=2CCCCC12 5,6,7-trihydro-quinoline